Cl.NCCN1[Se]C2=C(C1=O)C=C(C=C2)Br 2-(2-Aminoethyl)-5-bromo-1,2-benzisoselenazol-3(2H)-one hydrochloride